C(C)(=O)C1=C(C=CC=C1)C=1C(=CC=CC1)C(=O)O 2'-ACETYL-2-BIPHENYLCARBOXYLIC ACID